methyl (R)-2-((1-aminobutane-2-yl) oxy)-1-naphthoate hydrochloride Cl.NC[C@@H](CC)OC1=C(C2=CC=CC=C2C=C1)C(=O)OC